tert-butyl 6-(8-(benzo[d]thiazol-2-ylcarbamoyl)-3,4-dihydroisoquinolin-2(1H)-yl)-3-(3-(((1r,4r)-4-(3-oxopropyl)cyclohexyl)oxy)-2-(trifluoromethyl)phenyl)picolinate S1C(=NC2=C1C=CC=C2)NC(=O)C=2C=CC=C1CCN(CC21)C2=CC=C(C(=N2)C(=O)OC(C)(C)C)C2=C(C(=CC=C2)OC2CCC(CC2)CCC=O)C(F)(F)F